3-(5-fluoro-3-pyridyl)-6,6-dimethyl-3,7,8,9-tetrahydropyrazolo[1,2-a]diazepin-5-one FC=1C=C(C=NC1)C1C=CN2N1C(C(CCC2)(C)C)=O